[Na+].CS(=O)(=O)[O-] methanesulfonic acid sodium salt